2-((2-acrylamido-3,5-difluorophenyl)amino)-5-fluoropyridin C(C=C)(=O)NC1=C(C=C(C=C1F)F)NC1=NC=C(C=C1)F